BrC1=CC=C(C=C1)C1=CC=C(C=C1)C1CCC(CC1)CCCC 4-bromo-4'-(4-butylcyclohexyl)-1,1'-biphenyl